4-[3-(cyclopropylamino)pyrrolidin-1-yl]-2-ethyl-6-fluoro-N-{8-fluoro-2-methylimidazo[1,2-a]pyridin-6-yl}indazole-7-carboxamide C1(CC1)NC1CN(CC1)C=1C2=CN(N=C2C(=C(C1)F)C(=O)NC=1C=C(C=2N(C1)C=C(N2)C)F)CC